N-{[5-(5-aminopyrazin-2-yl)-1,3,4-oxadiazol-2-yl]methyl}-2-[2,4-bis(trifluoromethyl)phenyl]-N-(4-fluorophenyl)acetamide NC=1N=CC(=NC1)C1=NN=C(O1)CN(C(CC1=C(C=C(C=C1)C(F)(F)F)C(F)(F)F)=O)C1=CC=C(C=C1)F